5-(2-((3-isopropylphenyl)amino)pyridine-4-yl)-1H-indazol-3-amine C(C)(C)C=1C=C(C=CC1)NC1=NC=CC(=C1)C=1C=C2C(=NNC2=CC1)N